C(CCC)NC(=O)NC1=CC=C(C=C1)C1=CC2=C(N(C(=N2)C)C2=CC=CC=C2)C=C1 1-butyl-3-(4-(2-methyl-1-phenyl-1H-benzoimidazol-5-yl)phenyl)urea